4-(8-{2-[(2,2-difluoroethyl)(isopropyl)carbamoyl]-4-fluorophenyl}-3-methylimidazo[1,5-a]pyridin-6-yl)-1,2,3,6-tetrahydropyridine-1-carboxylic acid tert-butyl ester C(C)(C)(C)OC(=O)N1CCC(=CC1)C=1C=C(C=2N(C1)C(=NC2)C)C2=C(C=C(C=C2)F)C(N(C(C)C)CC(F)F)=O